C1(CC1)C1=CC(=NN1)NC1=NC(=NC=C1)N1C2CC(C1)(C2)CNC N-(5-cyclopropyl-1H-pyrazol-3-yl)-2-(4-((methylamino)methyl)-2-azabicyclo[2.1.1]hexan-2-yl)pyrimidin-4-amine